OCC1=CC=NO1 5-(hydroxymethyl)isoxazol